5-(3-Methoxy-4-phenoxyphenyl)-7-(1,4-dioxaspiro[4.5]dec-8-yl)-7H-pyrrolo[2,3-d]pyrimidin-4-amine COC=1C=C(C=CC1OC1=CC=CC=C1)C1=CN(C=2N=CN=C(C21)N)C2CCC1(OCCO1)CC2